8-trifluoromethyl-2H-chromene-3-carboxylic acid FC(C=1C=CC=C2C=C(COC12)C(=O)O)(F)F